1-(2-methoxy-2-oxoethyl)-1-methylpiperidinium COC(C[N+]1(CCCCC1)C)=O